CC=1C(=NC(N(C1)CC1=CC=C(C=C1)C(F)(F)F)=O)NCCCCCCCC 5-methyl-4-(octylamino)-1-(4-(trifluoromethyl)benzyl)pyrimidin-2(1H)-one